C(=O)(OCC1C2=CC=CC=C2C2=CC=CC=C12)N[C@@H](CC#C)C(=O)O Fmoc-(S)-propargylglycine